2-methyl-6-(pyridin-3-ylmethoxy)indolizine-3-carboxylic acid potassium salt [K+].CC=1C=C2C=CC(=CN2C1C(=O)[O-])OCC=1C=NC=CC1